[Si](C)(C)(C(C)(C)C)OCCC(COC(C1=CC=CC=C1)=O)=C benzoic acid 4-(tert-butyldimethylsilyloxy)-2-methylene-butyl ester